FC(/C=C/C(=O)NC1=CC(=NC=C1)C1=CC=C2C=NC(=NC2=C1)NC([O-])=O)(F)F [7-[4-[[(E)-4,4,4-trifluorobut-2-enoyl]amino]-2-pyridyl] quinazolin-2-yl]carbamate